C(CCCCC)OCOCCC=CCCO 6-hydroxy-3-hexenyl hexoxymethyl ether